(trifluoromethyl)indoline-2,3-dione FC(F)(F)N1C(C(C2=CC=CC=C12)=O)=O